1-{[1-(3-fluoro-4-methoxyphenyl)-1H-1,2,4-triazol-5-yl]methyl}-3-{[1-(quinolin-7-yl)-1H-1,2,4-triazol-5-yl]methyl}urea FC=1C=C(C=CC1OC)N1N=CN=C1CNC(=O)NCC1=NC=NN1C1=CC=C2C=CC=NC2=C1